3-[5-[(3R,4R)-4-fluoropyrrolidin-3-yl]oxy-1-oxo-isoindolin-2-yl]piperidine-2,6-dione F[C@H]1[C@@H](CNC1)OC=1C=C2CN(C(C2=CC1)=O)C1C(NC(CC1)=O)=O